N=1NC=C2C=C(C=CC12)[C@@H]1N[C@@H](COC1)C (3S,5R)-3-(2H-indazol-5-yl)-5-methylmorpholine